O=C1N(CCC(N1)=O)C1=CC=C(CN2CCC(CC2)C2=CC(=C(C=C2C)NC2=NC=C(C(=C2)NC2=C(C(=O)NC)C=CC=C2)C(F)(F)F)OC(C)C)C=C1 2-((2-((4-(1-(4-(2,4-dioxotetrahydropyrimidin-1(2H)-yl)benzyl)piperidin-4-yl)-2-isopropoxy-5-methylphenyl)amino)-5-(trifluoromethyl)pyridin-4-yl)amino)-N-methylbenzamide